C(C)(C)C1=C(C=CC=C1)[C@H]1N(C(CN(C1)CC=1C=NN(C1)C)=O)C1CC2(C1)CCN(CC2)C(=O)OC(C)(C)C |o1:9| Tert-butyl (R or S)-2-(2-(2-isopropylphenyl)-4-((1-methyl-1H-pyrazol-4-yl) methyl)-6-oxopiperazin-1-yl)-7-azaspiro[3.5]Nonane-7-carboxylate